3-bromopyridin-1-ium BrC=1C=[NH+]C=CC1